2-(3-bromophenyl)benzo[d]imidazo[2,1-b]thiazole-7-carboxylic acid BrC=1C=C(C=CC1)C=1N=C2SC3=C(N2C1)C=CC(=C3)C(=O)O